NC=1CC(=CC2=C(N1)C=C(S2)C2=CC(=CC=C2)S(=O)(=O)N2CC(C2)CO)C(=O)N(CCC)CCC 5-amino-2-[3-[3-(hydroxymethyl)azetidin-1-yl]sulfonylphenyl]-N,N-dipropyl-6H-thieno[3,2-b]azepin-7-carboxamide